(+/-)-(trans)-4-(4-methoxyphenyl)-2-methylpiperidine-1,3-dicarboxylic acid 1-tert-butyl 3-ethyl ester C(C)OC(=O)C1C(N(CCC1C1=CC=C(C=C1)OC)C(=O)OC(C)(C)C)C